C(C1=CC=CC=C1)SC1=C(C(=C(C=C1)C1=C(N=C(S1)C=1OC(=NN1)C(C)(C)O)C(=O)O)Cl)Cl 5-(4-(benzylthio)-2,3-dichlorophenyl)-2-(5-(2-hydroxyprop-2-yl)-1,3,4-oxadiazol-2-yl)thiazole-4-carboxylic acid